2,2-difluoropropionic acid methyl ester COC(C(C)(F)F)=O